Cl.FC1([C@H](CO[C@@H](C1)C=1OC(=NN1)C1(CCC1)OC(F)(F)F)N)F (3S,6S)-4,4-difluoro-6-(5-(3-cis-(trifluoromethoxy)cyclobutyl)-1,3,4-oxadiazol-2-yl)tetrahydro-2H-pyran-3-amine HCl Salt